C(#N)C1=CC=CC2=C1N=C(O2)N Cyanobenzo[d]oxazol-2-amine